N-(5-chloro-pyridin-2-yl)-1,1,1-trifluoro-N-((trifluoromethyl)sulfonyl)methanesulfonamide ClC=1C=CC(=NC1)N(S(=O)(=O)C(F)(F)F)S(=O)(=O)C(F)(F)F